N'-((1,2,3,5,6,7-hexahydro-s-indacen-4-yl)carbamoyl)-7-methyl-6,7-dihydro-5H-pyrazolo[5,1-b][1,3]oxazine-3-sulfonimidamide C1CCC2=C(C=3CCCC3C=C12)NC(=O)N=S(=O)(N)C=1C=NN2C1OCCC2C